(Z)-1-(3-(2-(1-ethoxyethyl)-5-methylphenyl)-4-oxothiazolidin-2-ylidene)-3-(2-(methoxymethoxy)-4-(1-(4-(trifluoromethoxy)phenyl)-1H-1,2,4-triazol-3-yl)phenyl)urea C(C)OC(C)C1=C(C=C(C=C1)C)N1/C(/SCC1=O)=N/C(=O)NC1=C(C=C(C=C1)C1=NN(C=N1)C1=CC=C(C=C1)OC(F)(F)F)OCOC